3'-methyl-2',3'-dihydrospiro[cyclobutane-1,1'-pyrrolo[2,3-c]quinoline]-2'-one hydrochloride Cl.CN1C(C2(C3=C1C=NC=1C=CC=CC31)CCC2)=O